diaminobutyl terephthalate C(C1=CC=C(C(=O)[O-])C=C1)(=O)OCCCC(N)N